tert-butyl 3-(2-chloro-4-hydroxyphenyl)-3-hydroxyazetidine-1-carboxylate ClC1=C(C=CC(=C1)O)C1(CN(C1)C(=O)OC(C)(C)C)O